O1CCCC2=CC=C(C=C12)CN[C@](C(=O)O)(CCC(C)(C)C)C (S)-2-{[(7-chromanyl)methyl]amino}-2,5,5-trimethylhexanoic acid